ClC=1C(N(C(=CC1OCC1=NC=C(C=C1F)F)C)C1=CC(=NC=C1C)N1C(C(=CC=C1)C1CCOCC1)=O)=O rel-3-chloro-4-[(3,5-difluoropyridin-2-yl)methoxy]-5',6-dimethyl-2'-[3-(oxan-4-yl)-2-oxopyridin-1-yl]-[1,4'-bipyridin]-2-one